2-pyridylmethyl 4-(3-hydroxy-3-methyl-but-1-ynyl)-2,6-dimethyl-7-oxo-1H-pyrrolo[2,3-c]pyridine-3-carboxylate OC(C#CC=1C2=C(C(N(C1)C)=O)NC(=C2C(=O)OCC2=NC=CC=C2)C)(C)C